NC1=NC=C(C=C1C(=O)N[C@@H]1[C@H](C[C@H](C1)O)OCC1=CC=C(C=C1)Br)C=1C=NN(C1)C |o1:10,11,13| rel-2-amino-N-{(1S,2S,4S)-2-[(4-bromophenyl)methoxy]-4-hydroxycyclopentyl}-5-(1-methyl-1H-pyrazol-4-yl)pyridine-3-carboxamide